[O-2].[Sm+3].[O-2].[O-2].[Sm+3] Samarium oxid